[OH-].[Ti+4].[OH-].[OH-].[OH-] Titanium(IV) hydroxide